C(#N)C1=CC(=NC=C1OC(F)F)NC(=O)[C@@H]1CC(C2=C1C=NC=1N2N=C(C1)F)(C)C (R)-N-(4-cyano-5-(difluoromethoxy)pyridin-2-yl)-2-fluoro-8,8-dimethyl-7,8-dihydro-6H-cyclopenta[e]pyrazolo[1,5-a]pyrimidine-6-carboxamide